COC(=O)C1=C(C=C2C(=CN(C2=C1)C)C(NC1=CNC2=CC=C(C=C12)F)=O)F 5-fluoro-3-[(5-fluoro-1H-indol-3-yl)carbamoyl]-1-methyl-indole-6-carboxylic acid methyl ester